tris-(4-Hydroxyphenyl)-methane OC1=CC=C(C=C1)C(C1=CC=C(C=C1)O)C1=CC=C(C=C1)O